CN(CCCCC(=O)OC(CCC\C=C/CCCCC)C(CCC\C=C/CCCCC)CCC\C=C/CCCCC)C (6Z,16Z)-12-((Z)-dec-4-en-1-yl)docosa-6,16-dien-11-yl 5-(dimethylamino)-pentanoate